3-amino-N-(2,6-difluorobenzyl)-6-(1-(2-hydroxyethyl)-6-oxo-1,6-dihydropyridin-3-yl)-5-(oxazol-2-yl)pyrazine-2-carboxamide NC=1C(=NC(=C(N1)C=1OC=CN1)C1=CN(C(C=C1)=O)CCO)C(=O)NCC1=C(C=CC=C1F)F